Cl.FC1=C(C=C(C=C1)CN)C=1C=NN(C1)C1=CC=C(C=C1)F (4-Fluoro-3-(1-(4-fluorophenyl)-1H-pyrazol-4-yl)phenyl)methylamine hydrochloride